N'-(1-ethyl-2-methyl-1H-1,3-benzodiazol-5-yl-carbonyl)-1,3-diphenyl-1H-pyrazol-5-yl-carbohydrazide C(C)N1C(=NC2=C1C=CC(=C2)C(=O)N(NC2=CC(=NN2C2=CC=CC=C2)C2=CC=CC=C2)C(=O)NN)C